CC/C(=C\\CC/C(=C/C(=O)O)/C)/CC[C@@H]1[C@](O1)(C)CC The molecule is a member of the juvenile hormone family of compounds obtained by formal hydrolysis of the methyl ester group of juvenile hormone I. It is an epoxy fatty acid, a juvenile hormone, an olefinic fatty acid, a polyunsaturated fatty acid and a branched-chain fatty acid. It is a conjugate acid of a juvenile hormone I carboxylate.